C(C)(=O)C1=NN(C2=CC=C(C=C12)C=1C=NC(=NC1)C)CC(=O)N1[C@@H]2C[C@@]2(C[C@H]1C(=O)N[C@H](C)C(=C(C)C)F)C (1R,3S,5R)-2-(2-(3-acetyl-5-(2-methylpyrimidin-5-yl)-1H-indazol-1-yl)acetyl)-N-((R)-3-fluoro-4-methylpent-3-en-2-yl)-5-methyl-2-azabicyclo[3.1.0]hexane-3-carboxamide